BrC1=C(C=C(C=C1F)F)S(=O)(=O)N(C)CCCO bromo-3,5-difluoro-N-(3-hydroxypropyl)-N-methylbenzenesulfonamide